F\C(=C/C1=CC=C(C=C1)C)\C1CCN(CC1)C(=O)OC(C)(C)C tert-butyl (Z)-4-(1-fluoro-2-(p-tolyl)vinyl)piperidine-1-carboxylate